(hydroxymethyl)phosphonium dodecylbenzenesulfonate C(CCCCCCCCCCC)OS(=O)(=O)C1=CC=CC=C1.OC[PH3+]